4-benzyloxy-2-bromo-N-(4-fluorophenyl)aniline C(C1=CC=CC=C1)OC1=CC(=C(NC2=CC=C(C=C2)F)C=C1)Br